3-(4-(aminomethyl)phenyl)-6-((1-(2-chloro-4-(2-methylpyridin-4-yl)benzyl)-4-hydroxypiperidin-4-yl)methyl)-2-methyl-2,6-dihydro-7H-pyrazolo[4,3-d]pyrimidin-7-one dihydrochloride Cl.Cl.NCC1=CC=C(C=C1)C=1N(N=C2C1N=CN(C2=O)CC2(CCN(CC2)CC2=C(C=C(C=C2)C2=CC(=NC=C2)C)Cl)O)C